Rac-N-(6-amino-5-methyl-3-pyridyl)-2-[(2S,5R)-5-methyl-2-[4-(1H-pyrazol-4-yl)phenyl]-1-piperidyl]-2-oxo-acetamide NC1=C(C=C(C=N1)NC(C(=O)N1[C@@H](CC[C@H](C1)C)C1=CC=C(C=C1)C=1C=NNC1)=O)C |r|